Dimethyldodecylamine-N-oxide C[N+](CCCCCCCCCCCC)(C)[O-]